CC(C)(C)[S@@](=O)N=CC1=NC=CN=C1 (R)-2-methyl-N-(pyrazin-2-ylmethylene)propane-2-sulfinamide